COC1=NC(=CC=C1NC(=O)C=1C(=NOC1C)C1=CC=CC=C1)C1=CC(=CC=C1)[N+](=O)[O-] N-[2-Methoxy-6-(3-nitrophenyl)-3-pyridyl]-5-methyl-3-phenyl-isoxazole-4-carboxamide